(S)-benzyl piperidin-3-ylcarbamate N1C[C@H](CCC1)NC(OCC1=CC=CC=C1)=O